4-(3-(trifluoromethyl)phenyl)-1H-1,2,3-triazole-5-carboxylic acid FC(C=1C=C(C=CC1)C=1N=NNC1C(=O)O)(F)F